NC1=NC(=C2N=CN(C2=N1)[C@H]1C[C@@H]([C@H](O1)CO)O)N (2R,3S,5R)-5-(2,6-diaminopurine-9-yl)-2-(hydroxymethyl)oxolane-3-ol